5-((3'-(4-Cyanophenoxy)-[1,1'-biphenyl]-3-yl)methoxy)-2-hydroxybenzoic acid C(#N)C1=CC=C(OC=2C=C(C=CC2)C2=CC(=CC=C2)COC=2C=CC(=C(C(=O)O)C2)O)C=C1